(6-((3S,4S)-4-amino-3-methyl-2-oxa-8-azaspiro[4.5]decan-8-yl)-3-((4-methylthiazol-5-yl)ethynyl)-1H-pyrazolo[3,4-b]pyrazin-5-yl)methanol N[C@@H]1[C@@H](OCC12CCN(CC2)C2=C(N=C1C(=N2)NN=C1C#CC1=C(N=CS1)C)CO)C